C[C@H]1N(CCC2=C1C=CS2)C(=O)C=2C(=NN1C2N=CC=C1)B1OC(C(O1)(C)C)(C)C ((R)-4-methyl-4,5,6,7-tetrahydro-thieno[3,2-c]pyridine-5-carbonyl)-2-(tetramethyl-1,3,2-dioxaborolan-2-yl)pyrazolo[1,5-a]pyrimidine